C(C=C)[Pd]Cl (allyl)palladium (II) chloride